FC(C1=NN=C(S1)N1C(N(C2=C1C=CC(=C2)F)CCF)=O)F 1-[5-(difluoromethyl)-1,3,4-thiadiazol-2-yl]-5-fluoro-3-(2-fluoroethyl)benzimidazol-2-one